6-(cyclopropanecarboxamido)-4-((2,5-dimethyl-1-oxo-1,2,4,5-tetrahydropyrido[3,4-e][1,2,4]triazolo[4,3-a]pyrazin-6-yl)amino)-N-(methyl-d3)pyridazine-3-carboxamide C1(CC1)C(=O)NC1=CC(=C(N=N1)C(=O)NC([2H])([2H])[2H])NC1=NC=CC2=C1N(CC=1N2C(N(N1)C)=O)C